N1CSCC2C1=CN=C2 Tetrahydropyrrolo[3,4-D][1,3]Thiazine